ClC1=C(C=C(C(=C1)C)[N+](=O)[O-])C 1-chloro-2,5-dimethyl-4-nitrobenzene